C(C)(C)(C)OC(=O)NC1=C(N=NS1)C(=O)O 5-tert-butoxycarbonylamino-[1,2,3]thiadiazole-4-carboxylic acid